2-oxo-4-(hydroxymethylphosphinyl)butyric acid O=C(C(=O)O)CCP(=O)CO